OC1=CC=C2NC=C(CCNC(C)C)C2=C1 5-hydroxy-N-isopropyltryptamine